6-((3-(3-chloro-2-methylphenyl)azetidin-3-yl)amino)-3,3-dimethylindolin-2-one ClC=1C(=C(C=CC1)C1(CNC1)NC1=CC=C2C(C(NC2=C1)=O)(C)C)C